2-(5-{[(1R,2S,3S,5S)-2-fluoro-1,5-dimethyl-8-azabicyclo[3.2.1]octan-3-yl](methyl)amino}pyrazin-2-yl)-5-(1H-1,2,3-triazol-5-yl)phenol F[C@@H]1[C@]2(CC[C@@](C[C@@H]1N(C=1N=CC(=NC1)C1=C(C=C(C=C1)C1=CN=NN1)O)C)(N2)C)C